4-iodobenzo[c][1,2,5]thiadiazole IC1=CC=CC2=NSN=C21